[3-(trifluoromethoxy)-2-fluorophenyl]methylamine FC(OC=1C(=C(C=CC1)CN)F)(F)F